ClC1=C(C(=CC(=C1)Cl)C(=O)NC)F 4,6-dichloro-3-fluoro-2-[(methylamino)carbonyl]benzene